CC1=C(C=C(C=C1)C)C(CSC#N)O 1-(2,5-dimethylphenyl)-2-thiocyano-1-ethanol